ClC1=C(C(=NC=N1)NC12CCC(CC1)(C2)NC(OCC2=CC=CC=C2)=O)/C=N/O benzyl (E)-(4-((6-chloro-5-((hydroxyimino)methyl)pyrimidin-4-yl)amino)bicyclo[2.2.1]heptan-1-yl)carbamate